C(CCC)O butan-yl alcohol